C(C)(=O)C1=C(C=CC(=C1)Br)NC(C1=C(C=C(C=C1)C(C)(C)C)C)=O N-(2-acetyl-4-bromo-phenyl)-4-tert-butyl-2-methyl-benzamide